N[C@H]1C[C@H](CN(C1)C(=O)OC(C)(C)C)C(=O)O (3R,5S)-5-amino-1-(tert-butoxycarbonyl)piperidine-3-carboxylic acid